N-acetamidoleucine C(C)(=O)NN[C@@H](CC(C)C)C(=O)O